3-(2,6-Difluoro-3,5-dimethoxyphenyl)-1-ethyl-8-(piperidin-1-ylmethyl)-1,3,4,7-tetrahydro-2H-pyrrolo[3',2':5,6]pyrido[4,3-d]pyrimidine-2-thione FC1=C(C(=C(C=C1OC)OC)F)N1C(N(C2=C(C1)C=NC1=C2C=C(N1)CN1CCCCC1)CC)=S